COC(=O)C=1N=C2C(=NC1N)NC(=C2)C 3-amino-6-methyl-5H-pyrrolo[2,3-b]pyrazine-2-carboxylic acid methyl ester